OCC1CCN(CC1)C(CCC)=O 1-(4-(Hydroxymethyl)-piperidin-1-yl)butan-1-one